C(=CCCCC)C1=CC(=CC(=C1)OC)OC (Z) and (E)-1-(Hex-1-en-1-yl)-3,5-dimethoxybenzene